2-(((4-Fluorobenzyl)oxy)methyl)-5-methylaniline FC1=CC=C(COCC2=C(N)C=C(C=C2)C)C=C1